N-{(1S)-2,2-difluoro-1-[4-({2-methyl-7-[(1R)-2,2,2-trifluoro-1-methoxyethyl][1,3]thiazolo[5,4-b]pyridin-6-yl}amino)phenyl]ethyl}-1-(hydroxyacetyl)-N-methylpiperidine-4-carboxamide FC([C@H](C1=CC=C(C=C1)NC=1C(=C2C(=NC1)SC(=N2)C)[C@H](C(F)(F)F)OC)N(C(=O)C2CCN(CC2)C(CO)=O)C)F